(S)-2'-((5-methoxy-6-((tetrahydrofuran-3-yl)amino)pyrimidin-4-yl)amino)spiro[cyclohexane-1,4'-pyrrolo[3,4-d]thiazol]-6'(5'H)-one COC=1C(=NC=NC1N[C@@H]1COCC1)NC=1SC2=C(N1)C1(NC2=O)CCCCC1